FC1=CC=C(C=N1)N1C(NC2=C1C=CC=C2)=O 1-(6-Fluoropyridin-3-yl)-1H-benzo[d]imidazol-2(3H)-one